N-(2-fluoroethyl)-2-phenyl-imidazo[1,2-a]pyridin-7-amine FCCNC1=CC=2N(C=C1)C=C(N2)C2=CC=CC=C2